S1C(N(N=C1)SSN1C(SC=N1)=S)=S Dithiodi-1,3,4-thiadiazole-2(3H)-thione